ethyl 4-iodo-3-(trifluoromethyl)-1-{[2-(trimethylsilyl)ethoxy]methyl}-1H-pyrazole-5-carboxylate IC=1C(=NN(C1C(=O)OCC)COCC[Si](C)(C)C)C(F)(F)F